C(C1=CC=CC=C1)N(S(=O)(=O)C1=CC=C(C=C1)OC)CC1=CC=CC=C1 N,N-dibenzyl-4-methoxybenzenesulphonamide